methyltris(N-cyclohexylacetamido)silane C[Si](N(C(C)=O)C1CCCCC1)(N(C(C)=O)C1CCCCC1)N(C(C)=O)C1CCCCC1